3-nitrobenzene-1,2-dicarboxylic acid [N+](=O)([O-])C1=C(C(=CC=C1)C(=O)O)C(=O)O